3-amino-N-(2-bromo-4-(perfluoropropan-2-yl)-6-(trifluoromethyl)phenyl)-2-Fluorobenzamide NC=1C(=C(C(=O)NC2=C(C=C(C=C2C(F)(F)F)C(C(F)(F)F)(C(F)(F)F)F)Br)C=CC1)F